ClC1=CC(=NC(=N1)N(C)C)N1CCC2(CN3N([C@@H](CC3)C3=CC(=CC(=C3)F)F)C2=O)CC1 (S)-1-(6-chloro-2-(dimethylamino)pyrimidin-4-yl)-7'-(3,5-difluorophenyl)dihydro-1'H,3'H,5'H-spiro[piperidine-4,2'-pyrazolo[1,2-a]pyrazol]-1'-one